4-((5-(2,4-dichloro-3-hydroxyphenyl)-1,3,4-thiadiazol-2-yl)methyl)-6-(2,2,2-trifluoroethyl)-4,6-diazaspiro[2.4]heptane-5,7-dione ClC1=C(C=CC(=C1O)Cl)C1=NN=C(S1)CN1C2(CC2)C(N(C1=O)CC(F)(F)F)=O